ClC1(CC1)C(CN1N=CNC1=S)(CC1=C(C=CC=C1)Cl)O 2-[2-(1-chlorocyclopropyl)-3-(2-chlorophenyl)-2-hydroxypropyl]-2,4-dihydro-1,2,4-triazole-3-thione